C(C)(C)(C)OC(=O)N1C[C@H](CC1)OC1=C(C=C(C(=O)N2CCC(CC2)OC=2C=C(C=C(C2)F)N2CCN(CC2)C(=O)OC(C)(C)C)C=C1)[C@@H]1CC[C@H](CC1)C(C)(C)C trans-tert-butyl (S)-4-(3-((1-(4-((1-(tert-butoxycarbonyl)pyrrolidin-3-yl)oxy)-3-(4-(tert-butyl)cyclohexyl)benzoyl)piperidin-4-yl)oxy)-5-fluorophenyl)piperazine-1-carboxylate